(R,S) or (R,R)-N-cyano-4-(2-hydroxypropan-2-yl)-N'-(((R)-3-methyl-1,2,3,5,6,7-hexahydro-dicyclopenta[b,e]pyridin-8-yl)carbamoyl)thiophene-2-sulfonimidamide C(#N)N[S@](=O)(=NC(NC1=C2C(=NC3=C1CCC3)[C@@H](CC2)C)=O)C=2SC=C(C2)C(C)(C)O